C(C)[N+](\C\1=C\C(CCCCC1)SC1=CC=C(C=C1)[N+](=O)[O-])(CC)[O-] (E)-N,N-Diethyl-3-((4-nitrophenyl)thio)cyclooct-1-en-1-amine oxide